(3-(Nicotinoyloxy)propyl)triphenylphosphonium chloride [Cl-].C(C1=CN=CC=C1)(=O)OCCC[P+](C1=CC=CC=C1)(C1=CC=CC=C1)C1=CC=CC=C1